C(C)(=O)C=1C=C(C(N(C1C)C1=COC=C1)=O)C(=O)NC1=CC(=C(C=C1)OC1=CC=NC2=CC(=C(N=C12)OC)OC)F 5-Acetyl-N-[4-[(6,7-dimethoxy-1,5-naphthyridin-4-yl)oxy]-3-fluorophenyl]-1-(furan-3-yl)-6-methyl-2-oxopyridine-3-carboxamide